O1C(C(CC1)CC(=O)O)CC(=O)O.C[C@@H]1N(C2=CC=CC=C2[C@@H](C1)NC1=CC=C(C=C1)NC(CCCC(=O)NC1=CC=C(C=C1)N[C@@H]1C[C@@H](N(C2=CC=CC=C12)C(CC)=O)C)=O)C(CC)=O |o1:14,22,46,48| N1,N5-bis(4-{[(2S*,4R*)-2-Methyl-1-propionyl-1,2,3,4-tetrahydroquinolin-4-yl]amino}phenyl)glutaramide tetrahydrofuran-2,3-diyl-diacetate